ClC=1C2=C(N=CN1)N(C=C2C(O)C2CCC2)COCC[Si](C)(C)C (4-chloro-7-((2-(trimethylsilyl)ethoxy)methyl)-7H-pyrrolo[2,3-d]pyrimidin-5-yl)(cyclobutyl)methanol